5,10,15-Tris(4-aminophenyl)porphyrin NC1=CC=C(C=C1)C=1C2=CC=C(N2)C=C2C=CC(C(=C3C=CC(=C(C=4C=CC1N4)C4=CC=C(C=C4)N)N3)C3=CC=C(C=C3)N)=N2